(3-acetyl-5-(2-(tert-butyl)pyrazolo[1,5-a]pyrimidin-6-yl)-1H-indazol-1-yl)acetic acid C(C)(=O)C1=NN(C2=CC=C(C=C12)C=1C=NC=2N(C1)N=C(C2)C(C)(C)C)CC(=O)O